carbazole, iodonium salt [IH2+].C1=CC=CC=2C3=CC=CC=C3NC12